COC1=C(C=CC=C1)C1=CC=C(C=C1)N1N=NC(=C1)C=1C=C(C(=O)O)C=CC1 3-(1-(2'-Methoxy-[1,1'-biphenyl]-4-yl)-1H-1,2,3-triazol-4-yl)benzoic acid